3-amino-4-[7-chloro-2-(oxan-2-yl)indazol-4-yl]-7-fluoro-6-hydroxy-1-(2-trimethylsilylethoxymethyl)quinolin-2-one NC=1C(N(C2=CC(=C(C=C2C1C=1C2=CN(N=C2C(=CC1)Cl)C1OCCCC1)O)F)COCC[Si](C)(C)C)=O